2-((2S,6R)-2,6-dimethylmorpholino)-5-(trifluoromethyl)pyridin-4-amine C[C@@H]1O[C@@H](CN(C1)C1=NC=C(C(=C1)N)C(F)(F)F)C